CC=1C=C(C=C(C1)C)/C(=C/[Si](C)(C)C)/C1=C(C=CC=C1)[Si](C)(C)C (Z)-(2-(3,5-dimethylphenyl)-2-(2-(trimethylsilyl)phenyl)vinyl)trimethylsilane